6-(4-((2,3-dihydrobenzofuran-5-yl)methoxy)-3-methoxyphenylamino)-3-morpholinoquinoxaline-5-carbonitrile O1CCC2=C1C=CC(=C2)COC2=C(C=C(C=C2)NC2=C(C=1N=C(C=NC1C=C2)N2CCOCC2)C#N)OC